(1-(4-(3-hydroxycyclobutoxy)-6-(3-methoxytetrahydrofuran-3-yl)pyridin-2-yl)-1H-pyrazolo[4,3-c]pyridin-6-yl)acetamide OC1CC(C1)OC1=CC(=NC(=C1)C1(COCC1)OC)N1N=CC=2C=NC(=CC21)CC(=O)N